CNCC[C@H](C1=CC=CC=C1)OC1=CC(=CC=C1)C (3R)-N-methyl-3-(3-methylphenoxy)-3-phenylpropylamine